1-(4-pyridinyl)piperazine N1=CC=C(C=C1)N1CCNCC1